7-chloro-3-(6-ethyl-5-(pyrrolidin-3-yloxy)pyrazin-2-yl)-1H-indole ClC=1C=CC=C2C(=CNC12)C1=NC(=C(N=C1)OC1CNCC1)CC